4-amino-N-(1,1,4,4,5,5,8,8-octamethyl-1,2,3,4,5,6,7,8-octahydroanthracen-9-yl)benzamide NC1=CC=C(C(=O)NC=2C=3C(CCC(C3C=C3C(CCC(C23)(C)C)(C)C)(C)C)(C)C)C=C1